2-(3-cyanophenyl)-3-(2,6-dimethyl-4-pyridinyl)pyrazolo[1,5-a]pyrimidine-5-carboxamide C(#N)C=1C=C(C=CC1)C1=NN2C(N=C(C=C2)C(=O)N)=C1C1=CC(=NC(=C1)C)C